(3,5-bis(trifluoromethyl)phenyl)sodium borate B(O)(O)O.FC(C=1C=C(C=C(C1)C(F)(F)F)[Na])(F)F